C(C)N1C=NC2=C1N=NC=C2C=2C=CC(=C(C2)C2=CC1=C(N=C(O1)COC)C=C2OC)F 6-(5-(7-Ethyl-7H-imidazo[4,5-c]pyridazin-4-yl)-2-fluorophenyl)-5-methoxy-2-(methoxymethyl)benzo[d]oxazole